(1R,2S,5S)-N-((5-bromopyridin-3-yl)(cyano)methyl)-3-((S)-3,3-dimethyl-2-((4-methylphenyl)sulfonamido)butanoyl)-6,6-dimethyl-3-azabicyclo[3.1.0]hexane-2-carboxamide BrC=1C=C(C=NC1)C(NC(=O)[C@@H]1[C@H]2C([C@H]2CN1C([C@H](C(C)(C)C)NS(=O)(=O)C1=CC=C(C=C1)C)=O)(C)C)C#N